5-chloro-2-(piperidin-4-yl)-2H-indazole dihydrochloride Cl.Cl.ClC1=CC2=CN(N=C2C=C1)C1CCNCC1